α-naphthalenacetic acid C1(=CC=CC2=CC=CC=C12)CC(=O)O